N-((1,2,3,5,6,7-Hexahydro-s-indacen-4-yl)carbamoyl)-1-(2-methyl-6-oxa-2-azaspiro[3.4]octan-7-yl)methanesulfonamide, Potassium Salt [K].C1CCC2=C(C=3CCCC3C=C12)NC(=O)NS(=O)(=O)CC1OCC2(CN(C2)C)C1